C1(CCCC1)C(C(=O)O)=O 2-cyclopentyl-2-oxo-acetic acid